CCC(CC(=O)[O-])=O.CCC(CC(=O)[O-])=O.C(C)(C)O[Ti+2]OC(C)C diisopropoxytitanium bis(methylacetoacetate)